1-glycidyl-3-glycidyloxymethyl-5,5-dimethylhydantoin C(C1CO1)N1C(=O)N(C(=O)C1(C)C)COCC1CO1